N-(cyclopropylmethyl)-4-{2-[(5-fluoropyridin-2-yl)amino]-2-oxoethyl}-5,8-dioxo-6-(propan-2-yl)-5,6,7,8-tetrahydro-4H-pyrazolo[1,5-a]pyrrolo[3,4-d]pyrimidine-2-carboxamide C1(CC1)CNC(=O)C1=NN2C(N(C3=C(C2=O)CN(C3=O)C(C)C)CC(=O)NC3=NC=C(C=C3)F)=C1